[NH+]=1NN=C2N=CC=CC21 1,2,3-triazolo[4,5-b]pyridinium